bis(2,4-dichlorophenyl)iodonium ClC1=C(C=CC(=C1)Cl)[I+]C1=C(C=C(C=C1)Cl)Cl